2-(4-fluoro-2-methoxy-3-pyridyl)-9-[[4-[1-methyl-4-(trifluoromethyl)imidazol-2-yl]phenyl]methyl]-7-(2,2,2-trifluoroethyl)purin-8-imine FC1=C(C(=NC=C1)OC)C1=NC=C2N(C(N(C2=N1)CC1=CC=C(C=C1)C=1N(C=C(N1)C(F)(F)F)C)=N)CC(F)(F)F